C(C)N1N=C(C(=C1)C1=NC(=NC=C1)NC1=CC=C(C=C1)C1CCN(CC1)C(=O)OC(C)(C)C)C=1C=NC=CC1 tert-Butyl 4-(4-((4-(1-ethyl-3-(pyridin-3-yl)-1H-pyrazol-4-yl)pyrimidin-2-yl)amino)phenyl)piperidine-1-carboxylate